5-{[2-(2-cyano-4-fluorophenyl)-2-azaspiro[3.3]heptan-6-yl]oxy}-2'-ethoxy-N-(4-hydroxy-4-methylcyclohexyl)-[2,3'-bipyridine]-6-carboxamide C(#N)C1=C(C=CC(=C1)F)N1CC2(C1)CC(C2)OC=2C=CC(=NC2C(=O)NC2CCC(CC2)(C)O)C=2C(=NC=CC2)OCC